BrC=1C=CC2=CC(N=C2C1)=O 6-Bromoindolone